bis(acetoxymethyl)2,2':6',2''-terpyridine-6,6''-dicarboxylic acid C(C)(=O)OCC1=C(C(=NC(=C1)C(=O)O)C1=NC(=CC=C1)C1=NC(=CC=C1)C(=O)O)COC(C)=O